4-(3H-[1,2,3]triazolo[4,5-b]pyridin-3-yl)-2-methylbenzoic acid N1=NN(C2=NC=CC=C21)C2=CC(=C(C(=O)O)C=C2)C